FC1(CN(C[C@@H](C1)N1S(C(CC1)C)(=O)=O)C(=O)OC1=CC=C(C=C1)Cl)F 4-chlorophenyl (5R)-3,3-difluoro-5-(5-methyl-1,1-dioxo-1λ6,2-thiazolidin-2-yl)piperidine-1-carboxylate